F[C@@H]1[C@@H](CC[C@H](C1)NCC=1C=2N(C=CC1)C=CN2)NCC2=CC1=C(N(C(N1C)=O)C)C=C2 5-((((1R,2S,4R)-2-Fluoro-4-((imidazo[1,2-a]pyridin-8-ylmethyl)amino)cyclohexyl)amino)-methyl)-1,3-dimethyl-1,3-dihydro-2H-benzo[d]imidazol-2-one